tert-Butyl (S)-2-(4-{4-[(2-{[(benzyloxy)carbonyl]amino}ethyl)carbamoyl]phenyl}-2,3,9-trimethyl-6H-thieno[3,2-f][1,2,4]triazolo[4,3-a][1,4]diazepin-6-yl)acetate C(C1=CC=CC=C1)OC(=O)NCCNC(=O)C1=CC=C(C=C1)C1=N[C@H](C=2N(C3=C1C(=C(S3)C)C)C(=NN2)C)CC(=O)OC(C)(C)C